1,1,1,4,4,4-hexafluoro-2-iodobutane FC(C(CC(F)(F)F)I)(F)F